CCCC/C=[N+](/CCCCNC(=O)CCC(=O)N(CCCCCNC(=O)CCC(=O)N(CCCCCN)O)O)\\[O-] The molecule is a N-oxide isolated from Streptoalloteichus sp.1454-19. It is a siderophore which exhibits immunosuppressive activity on a mixed lymphocyte culture reaction (MLCR). It has a role as a metabolite, an antimicrobial agent, an immunosuppressive agent and a siderophore. It is a hydroxamic acid, a N-oxide and a primary amino compound.